3-ethyl 5-methyl 2-(acetoxymethyl)-4-(3-fluoro-2-(1-fluoroethyl) phenyl)-6-methyl-1,4-dihydropyridine-3,5-dicarboxylate C(C)(=O)OCC=1NC(=C(C(C1C(=O)OCC)C1=C(C(=CC=C1)F)C(C)F)C(=O)OC)C